4-[2-[2-[2-[2-[2-[2-[[5-[4-[1-[(2-methylpropan-2-yl)oxycarbonyl]pyrrolo[2,3-c]pyridin-2-yl]phenyl]pyridin-2-yl]amino]ethoxy]ethoxy]ethoxy]-ethoxy]ethoxy]ethoxy]phthalic acid CC(C)(C)OC(=O)N1C(=CC=2C1=CN=CC2)C2=CC=C(C=C2)C=2C=CC(=NC2)NCCOCCOCCOCCOCCOCCOC=2C=C(C(C(=O)O)=CC2)C(=O)O